N-(4-benzyloxy-6-chloro-2-methyl-3-pyridyl)-N-methylsulfonyl-methanesulfonamide C(C1=CC=CC=C1)OC1=C(C(=NC(=C1)Cl)C)N(S(=O)(=O)C)S(=O)(=O)C